ethyl (3R,5R)-5-[2,3-dichloro-6-(methoxymethoxy)phenyl]-1-(4-methylbenzenesulfonyl)pyrrolidine-3-carboxylate ClC1=C(C(=CC=C1Cl)OCOC)[C@H]1C[C@H](CN1S(=O)(=O)C1=CC=C(C=C1)C)C(=O)OCC